C12CC(CCC2C1)N(C(=O)[C@@H]1[C@@H]2C[C@@H]2CN1S(=O)(=O)C1=CC=C(C=C1)OC)CC1=CC2=C(CCO2)C=C1 (1R,2S,5S)-N-(bicyclo[4.1.0]heptan-3-yl)-N-((2,3-dihydrobenzofuran-6-yl)methyl)-3-((4-methoxyphenyl)sulfonyl)-3-azabicyclo[3.1.0]hexane-2-carboxamide